COC1=NC=CC(=C1S(=O)(=O)NC1=NOC2=C1C[C@@]1(C3=CC=C(C=C32)N3C(OCC3)=O)[C@H](C1)C)OC |o1:18,31| rel-2,4-dimethoxy-N-((1R,2S)-2-methyl-8'-(2-oxooxazolidin-3-yl)-4'H-spiro[cyclopropane-1,5'-naphtho[2,1-d]isoxazol]-3'-yl)pyridine-3-sulfonamide